S1N=C(C2=C1C=CC=C2)N2CCN(CC2)CCN2C(C=1N(C=C2)C=C(C1)C)=O 2-[2-(4-benzo[d]isothiazol-3-yl-piperazin-1-yl)-ethyl]-7-methyl-2H-pyrrolo[1,2-a]pyrazin-1-one